bicyclo[1.1.1]pentane-1,3-dicarboxylic acid 1-methyl ester COC(=O)C12CC(C1)(C2)C(=O)O